3-(tert-butyl)-1-methyl-5-[3-(trifluoromethyl)phenoxy]-1H-pyrazole-4-carboxylic acid C(C)(C)(C)C1=NN(C(=C1C(=O)O)OC1=CC(=CC=C1)C(F)(F)F)C